2-[4-(Azetidin-3-yl)phenoxy]-4-cyclopropyl-pyrimidine N1CC(C1)C1=CC=C(OC2=NC=CC(=N2)C2CC2)C=C1